FC(OC1=CN=C2C(=N1)NC(=C2C2=NC=CC=C2)C2=CC(=NC=C2)NC(C(CC(F)F)C2=CC=C(C=C2)F)=O)F N-{4-[3-(Difluoromethoxy)-7-(pyridin-2-yl)-5H-pyrrolo[2,3-b]pyrazin-6-yl]pyridin-2-yl}-4,4-difluoro-2-(4-fluorophenyl)butanamid